C1(CCCCC1)CC=1N=NN(C1)C=1C=C(C=CC1)NC1=C(C=C(C=C1)OCC1=NC=CC=C1)C1CC1 N-{3-[4-(cyclohexylmethyl)-1H-1,2,3-triazol-1-yl]phenyl}-2-cyclopropyl-4-[(pyridin-2-yl)methoxy]aniline